C1CC12CCN(CC2)C=2C=C(C=CC2N2N=NC(=C2)C=2C=C1C=CC=NC1=C(C2)N2CCC(CC2)(F)F)NS(=O)(=O)[C@@H](CO)C (2R)-N-(3-{6-azaspiro[2.5]oct-6-yl}-4-{4-[8-(4,4-difluoropiperidin-1-yl)quinolin-6-yl]-1H-1,2,3-triazol-1-yl}phenyl)-1-hydroxypropane-2-sulfonamide